3H-imidazo[4,5-b]Pyridine-5-d N1=CNC2=NC(=CC=C21)[2H]